COC[C@@H]1CCCN1S(=O)(=O)C2=CC3=C(C=C2)NC(=O)C3=O 5-[(S)-(+)-2-(Methoxymethyl)pyrrolidino]sulfonylisatin